4-[[3-fluoro-2-methoxy-propyl]-[4-(5,6,7,8-tetrahydro-1,8-naphthyridin-2-yl)butyl]amino]-2-[(2-phenylacetyl)amino]butanoic acid FCC(CN(CCC(C(=O)O)NC(CC1=CC=CC=C1)=O)CCCCC1=NC=2NCCCC2C=C1)OC